(R)-4-((1-(3-amino-5-(trifluoromethyl)phenyl)ethyl)amino)-2-methyl-6-(4-methylpiperazine-1-yl)phthalazin-1(2H)-one NC=1C=C(C=C(C1)C(F)(F)F)[C@@H](C)NC1=NN(C(C2=CC=C(C=C12)N1CCN(CC1)C)=O)C